4-[3-(9,9-diphenyl-9H-fluoren-2-yl)-phenyl]-2,6-diphenyl-pyridine C1(=CC=CC=C1)C1(C2=CC=CC=C2C=2C=CC(=CC12)C=1C=C(C=CC1)C1=CC(=NC(=C1)C1=CC=CC=C1)C1=CC=CC=C1)C1=CC=CC=C1